COC=1C=C(C=C(C1OC)OC)C1=NC=CC(=C1N)N (3,4,5-trimethoxyphenyl)pyridine-3,4-diamine